5-[(1S,3R,4S,5R)-5-[[5-cyclopropyl-3-(2,6-dichlorophenyl)-1,2-oxazol-4-yl]methoxy]-3-methyl-2-azabicyclo[2.2.1]heptan-2-yl]pyridine-2-carboxylic acid C1(CC1)C1=C(C(=NO1)C1=C(C=CC=C1Cl)Cl)CO[C@H]1[C@@H]2[C@H](N([C@H](C1)C2)C=2C=CC(=NC2)C(=O)O)C